N1(CCCC2CNCCC12)C1=CC=C(N=N1)C1=C(C=C(C=C1)C=1C=NNC1)O 2-(6-(octahydro-1,6-naphthyridin-1(2H)-yl)pyridazin-3-yl)-5-(1H-pyrazol-4-yl)phenol